N-(4-methyl-1-oxo-1H-2,3-benzoxazin-6-yl)-4-(2,3-dihydrobenzofuran-7-yl)-2-hydroxy-2-(trifluoromethyl)-4-methylpentanamide CC1=NOC(C2=C1C=C(C=C2)NC(C(CC(C)(C)C2=CC=CC=1CCOC12)(C(F)(F)F)O)=O)=O